1-(4-methylthiazol-2-yl)-5-morpholinopiperidin-3-amine CC=1N=C(SC1)N1CC(CC(C1)N1CCOCC1)N